C1=CC=C(C=C1)C(=C(C(=O)C2=CC=CC=C2)N)N diaminochalcone